N-[1-(tert-butyl)-2-cyano-5-phenyl-1H-pyrrolyl]-N-allyl-4-methylbenzenesulfonamide C(C)(C)(C)N1C(=C(C=C1C1=CC=CC=C1)N(S(=O)(=O)C1=CC=C(C=C1)C)CC=C)C#N